C(C)(=O)C(CNC(C=C)=O)C(C)=O N-(2-acetyl-3-oxo-butyl)prop-2-enamide